C1(CCCCC1)C1N=C(NC1)SCC1=CSC=2N1CC1=C(CN2)C=CC=C1 3-(((4-cyclohexyl-4,5-dihydro-1H-imidazol-2-yl)thio)methyl)-5,10-dihydrobenzo[e]thiazolo[3,2-a][1,3]diazepine